3-methylocta-4,5,7-trien-1-ol CC(CCO)C=C=CC=C